FC1(C2=CC(=CC=C2C=2C=C(C=CC12)C(=O)NCC(=O)N1CC2(OCCO2)C[C@H]1C(=O)OC)C)F methyl (S)-7-((9,9-difluoro-7-methyl-9H-fluorene-3-carbonyl)glycyl)-1,4-dioxa-7-azaspiro[4.4]nonane-8-carboxylate